C(C)(C)C1=NOC(=N1)N1CCC(CC1)N(C=1SC2=NC(=CC=C2N1)C1=CC=C(C=C1)S(=O)(=O)C)C N-(1-(3-isopropyl-1,2,4-oxadiazol-5-yl)piperidin-4-yl)-N-methyl-5-(4-(methylsulfonyl)phenyl)thiazolo[5,4-b]pyridin-2-amin